m-isocyanatomethylbenzoic acid chloride N(=C=O)CC=1C=C(C(=O)Cl)C=CC1